(1-((1H-indol-3-yl)methyl)-6,7-dimethoxy-3,4-dihydroisoquinolin-2(1H)-yl)(morpholine) N1C=C(C2=CC=CC=C12)CC1N(CCC2=CC(=C(C=C12)OC)OC)N1CCOCC1